6-(Cyclopentyloxy)-2,2-dimethyl-N-(6-(1-methyl-1H-pyrazol-4-yl)pyridin-2-yl)-2,3-dihydrofuro[2,3-b]pyridine-5-carboxamide C1(CCCC1)OC1=C(C=C2C(=N1)OC(C2)(C)C)C(=O)NC2=NC(=CC=C2)C=2C=NN(C2)C